CC=1C=C2C(=NN=C(C2=CC1)C1=C(C=C(C=C1)C(F)(F)F)O)N[C@H]1CN(CCC1)C (R)-2-(6-methyl-4-((1-methylpiperidin-3-yl)amino)phthalazin-1-yl)-5-(trifluoromethyl)phenol